3-((4-(4-(trifluoromethyl)phenyl)phthalazin-1-yl)amino)tetrahydro-2H-thiopyran 1,1-dioxide FC(C1=CC=C(C=C1)C1=NN=C(C2=CC=CC=C12)NC1CS(CCC1)(=O)=O)(F)F